(Z)-N'-(3-(3-(3-(pentafluoro-sulfaneyl)-5-(trifluoromethyl)phenyl)-1H-1,2,4-triazol-1-yl)acryloyl)tetrahydrofuran-2-carbohydrazide FS(C=1C=C(C=C(C1)C(F)(F)F)C1=NN(C=N1)\C=C/C(=O)NNC(=O)C1OCCC1)(F)(F)(F)F